7-amino-6-bromo-N-((1R)-1-(2-pyrimidinyl)ethyl)-N-((6-(2,2,2-trifluoroethoxy)-3-pyridazinyl)methyl)-1,8-naphthyridine-3-carboxamide NC1=C(C=C2C=C(C=NC2=N1)C(=O)N(CC=1N=NC(=CC1)OCC(F)(F)F)[C@H](C)C1=NC=CC=N1)Br